ethyl-sulfonate C(C)S(=O)(=O)[O-]